6-(((tert-butyldimethylsilyl)oxy)methyl)-N-((1,2,3,5,6,7-hexahydro-s-indacen-4-yl)carbamoyl)-6-methyl-N'-trityl-6,7-dihydro-5H-pyrazolo[5,1-b][1,3]oxazine-3-sulfonimidamide [Si](C)(C)(C(C)(C)C)OCC1(CN2C(OC1)=C(C=N2)S(=O)(NC(NC2=C1CCCC1=CC=1CCCC21)=O)=NC(C2=CC=CC=C2)(C2=CC=CC=C2)C2=CC=CC=C2)C